C(C1=CC=CC=C1)[C@H]1N(C(OC1)=O)C([C@H](CO)C1=CC=C(C=C1)Br)=O (4R)-4-Benzyl-3-[(2S)-2-(4-bromophenyl)-3-hydroxypropanoyl]-1,3-oxazolidin-2-one